N-(6-ETHYL-2-METHYLINDAZOL-7-YL)-6-[4-(TRIFLUOROMETHYL)PYRAZOL-1-YL]PYRIDINE-3-SULFONAMIDE C(C)C=1C=CC2=CN(N=C2C1NS(=O)(=O)C=1C=NC(=CC1)N1N=CC(=C1)C(F)(F)F)C